4-(2-(4-Fluorophenyl)-1H-pyrrolo[2,3-b]pyridin-5-yl)-N-(2,2,2-trifluoroethyl)-benzamide FC1=CC=C(C=C1)C1=CC=2C(=NC=C(C2)C2=CC=C(C(=O)NCC(F)(F)F)C=C2)N1